2-((4-(bis(4-chlorophenyl)methyl)piperidin-1-yl)methyl)-4-((2-(dimethylamino)ethyl)(methyl)amino)benzonitrile ClC1=CC=C(C=C1)C(C1CCN(CC1)CC1=C(C#N)C=CC(=C1)N(C)CCN(C)C)C1=CC=C(C=C1)Cl